O1COC2=C1C=CC(=C2)C(=O)[C@@H]2[C@H](C2)C=2N=NNN2 5-[(1S,2S)-2-[(2H-1,3-benzodioxol-5-yl)carbonyl]cyclopropyl]-2H-1,2,3,4-tetrazole